3-(methylamino)-N-[(1R,3S)-3-{[2-(trifluoromethyl)quinolin-4-yl]amino}cyclohexyl]benzamide CNC=1C=C(C(=O)N[C@H]2C[C@H](CCC2)NC2=CC(=NC3=CC=CC=C23)C(F)(F)F)C=CC1